tartaric acid, magnesium salt [Mg+2].C(C(O)C(O)C(=O)[O-])(=O)[O-]